FC([C@@H]1CN(CC1)C1=C(N=CC=2N1N=C(N2)NC2CCN(CC2)S(=O)(=O)C)C=2C=NNC2)F (S)-5-(3-(difluoromethyl)pyrrolidin-1-yl)-N-(1-(methylsulfonyl)piperidin-4-yl)-6-(1H-pyrazol-4-yl)-[1,2,4]triazolo[1,5-a]pyrazin-2-amine